benzothiazol-4-amine S1C=NC=2C1=CC=CC2N